FC(C(=O)O)(C)C1=CC=C(C=C1)C(F)(F)F 2-fluoro-2-[4-(trifluoromethyl)phenyl]propionic acid